((tetrahydrofuran-3-yl)oxy)quinazoline-2,4-diamine O1CC(CC1)OC1=C2C(=NC(=NC2=CC=C1)N)N